3-(4-((7-bromoheptyl)thio)-1-oxo-isoindolin-2-yl)piperidine-2,6-dione BrCCCCCCCSC1=C2CN(C(C2=CC=C1)=O)C1C(NC(CC1)=O)=O